NC1=NC=C(C=C1OC=1C=C(C=CC1)NC(C1=CC(=CC=C1)C1(CC1)C#N)=O)Cl N-(3-((2-amino-5-chloropyridin-3-yl)oxy)phenyl)-3-(1-cyano-cyclopropyl)benzamide